C(C=C(C)CCC=C(C)CCC=C(C)C)(=O)OC Methyl farnesoate